COC1=CC=C(C(=O)N2CC(CC2)(C2CC(NCC2)=O)COC2=CC=C(C=C2)C2=CC=C(C=C2)C#N)C=C1 4'-((1-(4-methoxybenzoyl)-3-(2-oxopiperidin-4-yl)pyrrolidin-3-yl)methoxy)-[1,1'-biphenyl]-4-carbonitrile